CN1CCOC2=C1C1=C(C=C2)C2=NC=NC(=C2C(C1)(C)C)N 4,6,6-trimethyl-3,5-dihydro-2H-quinazolino[7,8-f][1,4]benzoxazin-7-amine